C(C)(C)C1=C(NC2=CC=C(C=C12)OCCN1CCCC1)C=1C=C(C=2N(C1)N=CN2)C 6-(3-isopropyl-5-(2-(pyrrolidin-1-yl)ethoxy)-1H-indol-2-yl)-8-methyl-[1,2,4]triazolo[1,5-a]pyridine